phosphorylcholine calcium salt [Ca+2].P(=O)#C[N+](CCO)(C)C